C(C)(C)(C)OC(=O)NC1CCN(CC1)S(=O)(=O)C=1C=CC(=C(C(=O)OC)C1)C(F)(F)F methyl 5-((4-((tert-butoxycarbonyl)amino)piperidin-1-yl)sulfonyl)-2-(trifluoromethyl)benzoate